C(C)(C)(C)OC(=O)[C@H]1NC(CC1)=O.C1(=CC=CC=C1)S(=O)(=O)C1=CC(=C(C=C1)NC(=O)C=1N=CC2=CC=CC=C2C1)C N-[4-(benzenesulfonyl)-2-methylphenyl]isoquinoline-3-carboxamide tert-Butyl-(S)-5-oxopyrrolidine-2-carboxylate